NC(CCCCCCCCCCCCCCCCCCCCCCCCCCCCC)N diaminotriacontane